(3R,4R)-1-cyclohexyl-4-{[5-(2,4-difluoro-phenyl)-isoxazole-3-carbonyl]-amino}-piperidine-3-carboxylic acid (2-dimethylamino-ethyl)-amide CN(CCNC(=O)[C@@H]1CN(CC[C@H]1NC(=O)C1=NOC(=C1)C1=C(C=C(C=C1)F)F)C1CCCCC1)C